ClC1=CC(=C2C(C(=CN(C2=N1)C1=NC(=NS1)N1CCOCC1)C(=O)OCC)=O)C ethyl 7-chloro-5-methyl-1-[3-(morpholin-4-yl)-1,2,4-thiadiazol-5-yl]-4-oxo-1,4-dihydro-1,8-naphthyridine-3-carboxylate